3-{3-[(1R)-1-amino-2,3-dihydro-1H-inden-5-yl]-5-(pyrazol-1-yl)imidazo[4,5-b]pyridin-2-yl}pyridin-2-amine N[C@@H]1CCC2=CC(=CC=C12)N1C(=NC=2C1=NC(=CC2)N2N=CC=C2)C=2C(=NC=CC2)N